ClC=1C=C(C(=C(C1)S(=O)(=O)NCCN1CCN(CC1)C)O)[N+](=O)[O-] 5-Chloro-2-hydroxy-N-(2-(4-methylpiperazin-1-yl)ethyl)-3-nitrobenzenesulfonamide